3-({[(1R)-6-methoxy-5-methyl-1,2,3,4-tetrahydronaphthalen-1-yl]methyl}amino)pyridine-4-carboxylic acid COC=1C(=C2CCC[C@H](C2=CC1)CNC=1C=NC=CC1C(=O)O)C